(2S,3S,4R,5R)-3-amino-5-[6-[[5-chloro-2-[(3-methyl-1,2-oxazol-5-yl)oxymethyl]phenyl]methylamino]purin-9-yl]-4-hydroxy-N-methyloxolane-2-carboxamide N[C@@H]1[C@H](O[C@H]([C@@H]1O)N1C2=NC=NC(=C2N=C1)NCC1=C(C=CC(=C1)Cl)COC1=CC(=NO1)C)C(=O)NC